3-(4-(((2-fluoro-4-methoxyphenethyl)(5,6,7-trifluorobenzo[d]thiazol-2-yl)amino)methyl)phenyl)propiolic acid FC1=C(CCN(C=2SC3=C(N2)C=C(C(=C3F)F)F)CC3=CC=C(C=C3)C#CC(=O)O)C=CC(=C1)OC